tert-butyl 2-(5-{2',7-dimethyl-1H,2'H-[3,4'-biindazol]-1-yl}pyridin-2-yl)-2,6-diazaspiro[3.4]octane-6-carboxylate CN1N=C2C=CC=C(C2=C1)C1=NN(C2=C(C=CC=C12)C)C=1C=CC(=NC1)N1CC2(C1)CN(CC2)C(=O)OC(C)(C)C